C(C)(=O)OC1C=C(CCC1)C(=O)[O-] 3-acetoxy-1-cyclohexene-1-carboxylate